4-morpholino-N-(3-(o-tolyl)-1H-pyrazol-5-yl)pyrido[3',2':4,5]furo[3,2-d]pyrimidin-2-amine O1CCN(CC1)C=1C2=C(N=C(N1)NC1=CC(=NN1)C1=C(C=CC=C1)C)C1=C(O2)N=CC=C1